(S)-5-(2-(((5-chloro-2-(1H-tetrazol-1-yl)phenyl)amino)-2-oxoacetamido)-3-phenylpropionamido)benzo[b]furan-2-carboxylic acid tert-butyl ester C(C)(C)(C)OC(=O)C1=CC2=C(O1)C=CC(=C2)NC([C@H](CC2=CC=CC=C2)NC(C(=O)NC2=C(C=CC(=C2)Cl)N2N=NN=C2)=O)=O